O1COCOC1 (1S)-trioxane